O[C@]1(CCN(CC12CCCC2)C(=O)N2[C@@H](CN(CC2)C(=O)OC(C)(C)C)C2=CC=CC=C2)CN2C=NC(=CC2=O)C2=CC=CC=C2 tert-butyl (R)-4-((S)-10-hydroxy-10-((6-oxo-4-phenylpyrimidin-1(6H)-yl)methyl)-7-azaspiro[4.5]decane-7-carbonyl)-3-phenylpiperazine-1-carboxylate